C(C(=C)C)(=O)O.C(CCCCCCCCC(=O)O)(=O)O.OCC(O)CO glycerol sebacate methacrylate